COC(=O)C=1N(N=NC1C1=C(C=C(C=C1)Cl)F)C 5-(4-chloro-2-fluoro-phenyl)-3-methyl-triazole-4-carboxylic acid methyl ester